C(CCCCCCCCCCCCCCCCC)(=O)O.C(CCCCCCCCCCC)N laurylamine monostearate